C(CC=CCC)(=O)O 3-HEXENOIC ACID